NC[C@H](C(=O)OC(C)C)NC(=O)OCC1=CC=CC=C1 isopropyl (R)-3-amino-2-(((benzyloxy)carbonyl)amino)propanoate